DibenzocyclooctyneN C1=CC=CC=2C#CC=CC3=C(C21)C=CC=C3